C(C)C1=C(C(=C(C(=O)O)C=C1[N+](=O)[O-])C=1C=NN(C1)[C@H](C)CC)F.NC=1C(=C(C(=C(C1)S)N)N)N tetra-aminothiophenol Ethyl-2-{1-[(2R)-butan-2-yl]-1H-pyrazol-4-yl}-3-fluoro-5-nitrobenzoate